Ethyl (1r,4r)-4-((1-(2-(3-(2,4-dioxotetrahydropyrimidin-1(2H)-yl)-4-methylphenoxy)acetyl) piperidin-4-yl)oxy)cyclohexane-1-carboxylate O=C1N(CCC(N1)=O)C=1C=C(OCC(=O)N2CCC(CC2)OC2CCC(CC2)C(=O)OCC)C=CC1C